ClC1=CC2=C(N(C([C@@H](N=C2C2=CC=CC=C2)[C@@H](C)O)=O)CC(=O)O)C=C1 2-((S)-7-chloro-3-((R)-1-hydroxyethyl)-2-oxo-5-phenyl-2,3-dihydro-1H-benzo[e][1,4]diazepin-1-yl)acetic acid